3-(2-((tert-butoxycarbonyl)amino)ethyl)benzoic acid C(C)(C)(C)OC(=O)NCCC=1C=C(C(=O)O)C=CC1